2-((1H-benzo[d][1,2,3]triazol-5-yl)methyl)-3-((5-chloro-2-methyl-2H-1,2,3-triazol-4-yl)methyl)isoindolin-1-one N1N=NC2=C1C=CC(=C2)CN2C(C1=CC=CC=C1C2CC2=NN(N=C2Cl)C)=O